(3S)-1'-{5-[(2,3-dichloropyridin-4-yl)oxy]pyrazin-2-yl}-1,3-dihydrospiro[inden-2,4'-piperidin]-3-amine ClC1=NC=CC(=C1Cl)OC=1N=CC(=NC1)N1CCC2(CC1)CC1=CC=CC=C1[C@H]2N